(chloro)rhodium Cl[Rh]